(4R,5R)-5-(2,4-difluorophenyl)-4-(5-((5-fluoro-3-pyridinyl)ethynyl)-3-pyridinyl)-1,3-oxazolidin-2-one FC1=C(C=CC(=C1)F)[C@@H]1[C@H](NC(O1)=O)C=1C=NC=C(C1)C#CC=1C=NC=C(C1)F